4-((2-(dimethylamino)-6-methoxy-7-(3-(pyrrolidin-1-yl)prop-1-yn-1-yl)quinazolin-4-yl)amino)tetrahydro-2H-thiopyran 1,1-dioxide CN(C1=NC2=CC(=C(C=C2C(=N1)NC1CCS(CC1)(=O)=O)OC)C#CCN1CCCC1)C